CC1=NC(=CC=C1S(=O)(=O)N1CC2(C1)CN(C2)CC2(CCOCC2)C)C(F)(F)F 2-((2-methyl-6-(trifluoromethyl)pyridin-3-yl)sulfonyl)-6-((4-methyltetrahydro-2H-pyran-4-yl)methyl)-2,6-diazaspiro[3.3]heptane